[Sn].[In].[K] potassium indium tin